(4-chloro-2,6-dimethylphenyl)(dimethylamino)methoxide magnesium [Mg+2].ClC1=CC(=C(C(=C1)C)C([O-])N(C)C)C.ClC1=CC(=C(C(=C1)C)C([O-])N(C)C)C